(3E)-3-[(4-hydroxy-phenyl)methylidene]-5,6-dimethoxy-1H-indol-2-one OC1=CC=C(C=C1)\C=C/1\C(NC2=CC(=C(C=C12)OC)OC)=O